7-((3-Chloropyridin-2-yl)oxy)-4-azaspiro[2.5]octane ClC=1C(=NC=CC1)OC1CCNC2(CC2)C1